C1=CC=CC=2C3=CC=CC=C3C(C12)COC(=O)N([C@H](C(=O)OC)CC(=O)OC(C)(C1=CC=CC=C1)C)C O1-methyl O4-(1-methyl-1-phenyl-ethyl) (2S)-2-[9H-fluoren-9-ylmethoxycarbonyl(methyl)amino]butanedioate